2-(2-Fluoro-5-methoxy-phenyl)acetic acid FC1=C(C=C(C=C1)OC)CC(=O)O